N-acetyl-D-tyrosine-cyanomethyl ester C(#N)COC([C@H](NC(C)=O)CC1=CC=C(C=C1)O)=O